FC=1C=C2C(N(C(=NC2=CC1F)C)C1=CC=C(C=C1)NC(CC1=CC(=NC(=C1)F)F)=O)=O N-(4-(6,7-difluoro-2-methyl-4-oxoquinazolin-3(4H)-yl)phenyl)-2-(2,6-difluoropyridin-4-yl)acetamide